acryloylaminopropyl-dimethylbenzylammonium bis(trifluoromethanesulfonyl)imide [N-](S(=O)(=O)C(F)(F)F)S(=O)(=O)C(F)(F)F.C(C=C)(=O)NCCC[N+](CC1=CC=CC=C1)(C)C